(S)-tert-Butyl 4-(4-((4-((4-(2-(1H-imidazole-1-yl)pyrimidin-4-yl)piperazin-1-yl)methyl)benzyl)oxy)-1-oxoisoindolin-2-yl)-5-amino-5-oxopentanoate N1(C=NC=C1)C1=NC=CC(=N1)N1CCN(CC1)CC1=CC=C(COC2=C3CN(C(C3=CC=C2)=O)[C@@H](CCC(=O)OC(C)(C)C)C(=O)N)C=C1